COC=1C=C(CN(C2=CC(=NC=C2)COCCN2CCOCC2)CC2=CC(=CC=C2)N2CCCC2)C=CC1 N-(3-methoxybenzyl)-2-((2-morpholinoethoxy)methyl)-N-(3-(pyrrolidin-1-yl)benzyl)pyridin-4-amine